methylbisoctadecyl-ammonium C[NH+](CCCCCCCCCCCCCCCCCC)CCCCCCCCCCCCCCCCCC